2-((3-(4-bromo-3-chlorobenzyl)-1,2,4-oxadiazol-5-yl)methyl)acrylic acid BrC1=C(C=C(CC2=NOC(=N2)CC(C(=O)O)=C)C=C1)Cl